N1=C2C(C=C1)=CC=1C(N=CC1)=C2 benzo[1,2-b:5,4-b']dipyrrole